O[C@@H](CO\N=C\C1=C(C2=C(S1)C(=CC=C2)N[C@@H]2CNC[C@@H]2F)CC(F)(F)F)CC (E)-7-(((3R,4S)-4-fluoropyrrolidin-3-yl)amino)-3-(2,2,2-trifluoroethyl)benzo[b]thiophene-2-carbaldehyde O-((R)-2-hydroxybutyl)oxime